lithium bis(perfluoroethanesulfonamide) FC(C(F)(F)F)(S(=O)(=O)N)F.FC(C(F)(F)F)(S(=O)(=O)N)F.[Li]